2,6-bis(2-furyl-methylene)-1-cyclohexanone O1C(=CC=C1)C=C1C(C(CCC1)=CC=1OC=CC1)=O